ClC1=CC=2N(N=C1)C(=CN2)CC2=CC1=C(OC(CO1)C=1C=NC(=CC1)OC)C(=C2)OC 7-chloro-3-((8-methoxy-2-(6-methoxypyridin-3-yl)-2,3-dihydrobenzo[b][1,4]dioxin-6-yl)methyl)imidazo[1,2-b]pyridazine